C(N)(=O)C=1C=C(C(=C(OCCCN2CCN(CC2)C(=O)OC(C)(C)C)C1)NCCCCOC1=CC(=CC=2N=C(N(C21)C)NC(=O)C=2N(N=C(C2)C)CC)C(N)=O)[N+](=O)[O-] tert-butyl 4-[3-[5-carbamoyl-2-[4-[6-carbamoyl-2-[(2-ethyl-5-methyl-pyrazole-3-carbonyl)amino]-3-methyl-benzimidazol-4-yl]oxybutylamino]-3-nitro-phenoxy]propyl]piperazine-1-carboxylate